C1CC1C2=CC=CN2 cyclopropylazole